C(C)(C)(C)C1=CC=CC(=N1)C(=O)NC1=CC2=CN(N=C2C=C1C(C)(C)O)C1CCC(CC1)C=O 6-Tert-butyl-N-[2-(4-formylcyclohexyl)-6-(1-hydroxy-1-methyl-ethyl)indazol-5-yl]pyridine-2-carboxamide